ClC1=C(C=C(N)C=C1F)F 4-chloro-3,5-difluoroaniline